C1C[C@H](N(C1)C(=O)CN)C(=O)NC2=CC3=CC=CC=C3C=C2 The molecule is an N-(2-naphthyl)carboxamide obtained by formal condensation of the carboxy group of glycyl-L-proline with the amino group of 2-naphthylamine. It has a role as a chromogenic compound. It is a N-(2-naphthyl)carboxamide and a dipeptide.